FC(CCN1N=CN=C1C(=O)OC)(C)F methyl 1-(3,3-difluorobutyl)-1H-1,2,4-triazole-5-carboxylate